(18S,21S,24S)-18-(2-(2,5-dioxo-2,5-dihydro-1H-pyrrol-1-yl)acetamido)-21-isopropyl-14,19,22-trioxo-24-(3-ureidopropyl)-2,5,8,11-tetraoxo-15,20,23-triazapentacosan O=C1N(C(C=C1)=O)CC(=O)N[C@@H](CCNC(CCC(CCC(CCC(CCC(C)=O)=O)=O)=O)=O)C(N[C@H](C(N[C@@H](C)CCCNC(=O)N)=O)C(C)C)=O